CN1N=CC(=C1)N1C=CC2=CC=C(C=C12)[N+](=O)[O-] 1-(1-methyl-1H-pyrazol-4-yl)-6-nitro-1H-indole